CC1(CC2=CC=3C=CC(C3C=C2C1)C)C 2,2,5-trimethyl-1,2,3,5-tetrahydro-s-indacene